CC(C)(C)C(=O)C(C)(C)C dimethyl-ethylketone